CC=1C(=CSC1)CCC(=O)O 3-(4-methyl-3-thienyl)propanoic acid